O=C1CCC(CC1)CCC(=O)N1CCC(CC1)[C@@H]1CCNC=2N1N=C(C2C(=O)N)C2=CC=C(C=C2)OC2=CC=CC=C2 (S)-7-(1-(3-(4-oxocyclohexyl)propanoyl)piperidin-4-yl)-2-(4-phenoxyphenyl)-4,5,6,7-tetrahydropyrazolo[1,5-a]pyrimidine-3-carboxamide